N1(N=CC=C1)C1=CC=C(CN2C3=NC(=NC=C3N(C2=O)C)C2=C(C=CC=C2C(C)C)F)C=C1 9-(4-(1H-pyrazol-1-yl)benzyl)-2-(2-fluoro-6-isopropylphenyl)-7-methyl-7,9-dihydro-8H-purin-8-one